3-((7-(2-Cyclobutylpiperazine-1-carbonyl)-10-hydroxy-7-azaspiro[4.5]decan-10-yl)methyl)-6-phenylpyrimidin-4(3H)-one C1(CCC1)C1N(CCNC1)C(=O)N1CC2(CCCC2)C(CC1)(O)CN1C=NC(=CC1=O)C1=CC=CC=C1